C(C(=C)C)(=O)OCCCS(=O)(=O)O L-3-sulfopropyl methacrylate